(R)-5-(cyclobutylmethyl)-N-(piperidin-3-yl)-7H-pyrrolo[2,3-d]pyrimidin-4-amine hydrochloride Cl.C1(CCC1)CC1=CNC=2N=CN=C(C21)N[C@H]2CNCCC2